5-((2-(1-(methyl-d3)-1H-pyrazol-4-yl)pyridin-4-yl)oxy)pyridin-2-amine C(N1N=CC(=C1)C1=NC=CC(=C1)OC=1C=CC(=NC1)N)([2H])([2H])[2H]